BrC1=C(C=C(C(=C1)F)OC)NC(C(F)(F)F)=O (2-bromo-4-fluoro-5-methoxyphenyl)-2,2,2-trifluoroacetamide